ClC=1C=C(C=C(C1)F)O 3-chloro-5-fluorophenol